arginine-p-nitroanilide [N+](=O)([O-])C1=CC=C(NC([C@@H](N)CCCNC(N)=N)=O)C=C1